5-((4-diphenylmethyl-3,3-dimethylpiperazin-1-yl)methyl)-2-(2,4-dioxotetrahydropyrimidine-1(2H)-yl)isoindoline-1,3-dione C1(=CC=CC=C1)C(N1C(CN(CC1)CC=1C=C2C(N(C(C2=CC1)=O)N1C(NC(CC1)=O)=O)=O)(C)C)C1=CC=CC=C1